C(C1=CC=CC=C1)N1CCC(CC1)CNC=1C=2C=NN(C2C=C(C1)C=1OC(=CC1)C)CCCN1CCCC1 N-((1-benzylpiperidin-4-yl)methyl)-6-(5-methylfuran-2-yl)-1-(3-(pyrrolidin-1-yl)propyl)-1H-indazol-4-amine